C(CCCC)C1=CC(C2=CC=CC=C12)C=1NC2=CC=CC=C2C1 (1E)-3-pentylinden-1-ylindole